N2,N2,N6,N6-tetrakis(2-methoxyethyl)-8-(4-methoxypiperidin-1-yl)-N4-(oxazol-5-ylmethyl)pyrimido[5,4-d]pyrimidine-2,4,6-triamine COCCN(C=1N=C(C2=C(N1)C(=NC(=N2)N(CCOC)CCOC)N2CCC(CC2)OC)NCC2=CN=CO2)CCOC